FC1=CC=C(C=C1)C(=O)C1=CC=C2C(=NN(C2=C1)C)C1=NC(=NS1)C (4-fluorophenyl)(1-methyl-3-(3-methyl-1,2,4-thiadiazol-5-yl)-1H-indazol-6-yl)methanone